N-(5-fluoro-2-methylphenyl)-7-(4-fluorophenyl)pyrazolo[1,5-a]pyrimidine FC=1C=CC(=C(C1)N1CC=C2N1C(=CC=N2)C2=CC=C(C=C2)F)C